pentane trifluoroacetic acid salt FC(C(=O)O)(F)F.CCCCC